NC1=CC=C(C=C1)C=1N=C2N(C(=NC=C2C)N)C1C1=CC=C(C=C1)OC1=NC=CC=N1 2-(4-aminophenyl)-8-methyl-3-(4-(pyrimidin-2-yloxy)-phenyl)imidazo[1,2-c]pyrimidin-5-amine